COC1=CC=C(C=2SC(=CC21)C(=O)N(CCC2OC2)C(C)C2=CN=CO2)C2=CN(C(C=C2)=O)C 4-methoxy-7-(1-methyl-6-oxo-1,6-dihydropyridin-3-yl)-N-(1-(oxazol-5-yl)ethyl)-N-(2-(oxiran-2-yl)ethyl)benzo[b]thiophene-2-carboxamide